FC1=C2C=NN(C2=CC=C1N1C(N(C=C1)C=1N(N=C2C1[C@@H](NCC2)C)C2=CC(=C(C=C2)F)C)=O)C([2H])([2H])[2H] (S)-1-(4-fluoro-1-(methyl-d3)-1H-indazole-5-yl)-3-(2-(4-fluoro-3-methylphenyl)-4-methyl-4,5,6,7-tetrahydro-2H-pyrazolo[4,3-c]pyridine-3-yl)-1,3-dihydro-2H-imidazol-2-one